C1(=CC=CC2=CC=CC=C12)N naphthalen-1-amine